CC(C)(C)C1CCC(CC1)O 4-(1,1-dimethylethyl)-Cyclohexanol